1,3-dichloro-1,2,2,3,4,4-hexafluorocyclobutane ClC1(C(C(C1(F)F)(F)Cl)(F)F)F